O=C(C=CC(=O)N)NCC1=NC(=CC=C1)C1=CC=CC=C1 4-oxo-4-(((6-phenylpyridin-2-yl)methyl)amino)but-2-enamide